C(CCCC)SC1=NN=NN1CCCC[Si](OCC)(OCC)OCC 5-pentylthio-1-[4-(triethoxysilyl)butyl]-1H-tetrazole